3-(butoxycarbamoyl)-2-chloro-1-methylpyridin-1-ium trifluoromethanesulfonate FC(S(=O)(=O)[O-])(F)F.C(CCC)ONC(=O)C=1C(=[N+](C=CC1)C)Cl